4-(benzyloxy)-7-(thiazol-4-yl)phthalazine-1-carbonitrile C(C1=CC=CC=C1)OC1=NN=C(C2=CC(=CC=C12)C=1N=CSC1)C#N